tert-butyl N-[(1S)-1-(4-methylcyclohexyl)-2-[[4-[[(5R)-5-methyl-2-oxo-imidazolidin-1-yl]methyl]-2-pyridyl]amino]-2-oxo-ethyl]carbamate CC1CCC(CC1)[C@@H](C(=O)NC1=NC=CC(=C1)CN1C(NC[C@H]1C)=O)NC(OC(C)(C)C)=O